ClC1=CC=C(C=C1)C1=C(C=CC=C1)CN1C2CN(C(C1)CC2)C(=O)C=2C=C1CN(C(C1=CC2)=O)C2C(NC(CC2)=O)=O 3-(5-(5-((4'-chloro-[1,1'-biphenyl]-2-yl)methyl)-2,5-diazabicyclo[2.2.2]octane-2-carbonyl)-1-oxoisoindolin-2-yl)piperidine-2,6-dione